8-fluoro-7-((4-(2-fluoro-8-(methylamino)-1,7-naphthyridin-3-yl)-3,6-dihydropyridin-1(2H)-yl)methyl)-3-methylquinolin-2(1H)-one FC=1C(=CC=C2C=C(C(NC12)=O)C)CN1CCC(=CC1)C=1C(=NC2=C(N=CC=C2C1)NC)F